tert-butyl (1R,3S,5R)-5-(methyl-d3)-3-((3-methyl-6-(trifluoromethyl)pyridin-2-yl)carbamoyl)-2-azabicyclo[3.1.0]hexane-2-carboxylate C([C@]12C[C@H](N([C@@H]2C1)C(=O)OC(C)(C)C)C(NC1=NC(=CC=C1C)C(F)(F)F)=O)([2H])([2H])[2H]